tert-butyl 6-bromo-1H-indole-1-carboxylate BrC1=CC=C2C=CN(C2=C1)C(=O)OC(C)(C)C